OC1=CC2=C(C=C(C=C2C=C1)S(=O)(=O)[O-])S(=O)(=O)[O-].[K+].[K+] Dipotassium 2-hydroxy-6,8-naphthalenedisulfonate